NC1=C(N=CN1[C@@H]1O[C@@H]([C@H]([C@H]1O)O)CO)C(=O)N 5-amino-1-[(2R,3R,4S,5R)-3,4-dihydroxy-5-(hydroxymethyl)oxolan-2-yl]-1H-imidazole-4-carboxamide